C(CCCCCCC)N1C(=NC=C1)N 1-octyl-1H-imidazol-2-amine